3-[(2-amino-3-fluoro-4-pyridinyl)methyl]-7-hydroxy-4-methyl-chromen-2-one NC1=NC=CC(=C1F)CC=1C(OC2=CC(=CC=C2C1C)O)=O